[N+](=O)([O-])C1=CC=C(C=C1)CCCN1CCN(CC1)C(=O)OC(C)(C)C tert-butyl 4-[3-(4-nitrophenyl)propyl]piperazine-1-carboxylate